1-[5-iodo-3-(trifluoromethyl)-2-pyridyl]piperazine hydrochloride Cl.IC=1C=C(C(=NC1)N1CCNCC1)C(F)(F)F